ClC=1C(=NC(=NC1)C1(CC(=C(C=C1)N(C)CCN(C)C)[N+](=O)[O-])N)C1=CNC2=C(C=CC=C12)F 4-(5-chloro-4-(7-fluoro-1H-indol-3-yl)pyrimidin-2-yl)-N1-(2-(dimethylamino)ethyl)-N1-methyl-2-nitrobenzene-1,4-diamine